ClC1=CC=C(C=C1)C=1CC2(CCC2)CCC1CN1CCN(CC1)C1=CC=C(C(=O)O)C=C1 4-(4-((6-(4-chlorophenyl)spiro[3.5]Non-6-en-7-yl)methyl)piperazin-1-yl)benzoic acid